C1(=CC=CC=C1)P(=CCC)(C1=CC=CC=C1)C1=CC=CC=C1 triphenyl(propylidene)λ5-phosphane